C(C)C1=C(OCC(C(=O)N[C@@H]2CN(C[C@H]2OC)C)(C)C)C=CC=C1 trans-3-(2-ethylphenoxy)-N-(4-methoxy-1-methylpyrrolidin-3-yl)-2,2-dimethylpropionamide